(S)-3-((R)-3',3'-difluoro-r-(3-(1-methyl-1H-pyrazol-4-yl)benzyl)-6-oxo-6,8-dihydro-2H,7H-spiro[furo[2,3-e]isoindole-3,4'-piperidin]-7-yl)piperidine-2,6-dione FC1(CN(CC[C@@]12COC1=C3CN(C(C3=CC=C12)=O)[C@@H]1C(NC(CC1)=O)=O)CC1=CC(=CC=C1)C=1C=NN(C1)C)F